C1(CCCCC1)C=C(CC(C)C1OCCC(O1)CCC(=O)C1=CC=CC=C1)C 3-(2-(5-cyclohexyl-4-methylpent-4-en-2-yl)-1,3-dioxan-4-yl)-1-phenylpropan-1-one